5-fluoro-2'-deoxy-uridine-5'-mono-phosphate P(=O)(O)(O)OC[C@@H]1[C@H](C[C@@H](O1)N1C(=O)NC(=O)C(=C1)F)O